N6-(6-(4-chlorobutoxy)pyridin-2-yl)-N1-methyl-4-(5-((methylamino)methyl)benzo[d]oxazol-2-yl)-2,7-naphthyridine-1,6-diamine ClCCCCOC1=CC=CC(=N1)NC=1C=C2C(=CN=C(C2=CN1)NC)C=1OC2=C(N1)C=C(C=C2)CNC